ClC1=CC2=C(NC(=N2)CNC2=NC(=NC=3N2N=CC3C3=CN=CS3)N3CCOCC3)C=C1Cl N-[(5,6-dichloro-1H-benzimidazol-2-yl)methyl]-2-(morpholin-4-yl)-8-(1,3-thiazol-5-yl)pyrazolo[1,5-a][1,3,5]triazin-4-amine